N=1C=CN2C1C=C(C=C2)O Imidazo[1,2-a]Pyridin-7-ol